C1(=CC=CC=C1)C(C(=O)OCCC(C(C(CCCCCCCCCCCCC)C(C)(C)C)O)C(C)(C)C)C 3,5-di-tertiary butyl-4-hydroxy-octadecyl phenylpropionate